N-(3-dimethoxymethylsilylpropyl)aminosuccinic acid diethyl ester C(C)OC(C(CC(=O)OCC)NCCC[SiH2]C(OC)OC)=O